di-tert-butyl (4S)-1,2,3-oxathiazinane-3,4-dicarboxylate 2-oxide O1S(N([C@@H](CC1)C(=O)OC(C)(C)C)C(=O)OC(C)(C)C)=O